12-ethyl-8-(2-isopropoxyethyl)-4-oxa-8,12-diazadispiro[2.1.5.3]tridecan-13-one C(C)N1CC2(OC3(CC3)C1=O)CCN(CC2)CCOC(C)C